propionic acid 2-ethyl-hexyl ester C(C)C(COC(CC)=O)CCCC